(S)-2-[6-(2-chloro-3-ethyl-1H-pyrrolo[2,3-b]pyridin-5-yl)-2-(2-methoxyacetyl)-1,2,3,4-tetrahydroisoquinolin-8-yl]pyrrolidine-1-carboxylic acid tert-butyl ester C(C)(C)(C)OC(=O)N1[C@@H](CCC1)C=1C=C(C=C2CCN(CC12)C(COC)=O)C=1C=C2C(=NC1)NC(=C2CC)Cl